NC1=C(C=C(C=C1C1=CC=C(C=C1)S(N)(=O)=O)/C=C/C(=O)OCC=1OC=CC1)C(N)=O furan-2-ylmethyl (E)-3-(6-amino-5-carbamoyl-4'-sulfamoyl-[1,1'-biphenyl]-3-yl)acrylate